[5-amino-6-(4,4-difluoro-1-piperidyl)-2-methyl-3H-benzofuran-2-yl]methanol NC=1C(=CC2=C(CC(O2)(C)CO)C1)N1CCC(CC1)(F)F